ClC1=CC(=CC=2N=C(OC21)CN2CC(CC2)C(=O)OC)\C=C\C2=NC=CC(=C2C#N)C2=C(C(=CC=C2)NC(C2=NC=C(C=C2)C=O)=O)C Methyl (E)-1-((7-chloro-5-(2-(3-cyano-4-(3-(5-formylpicolinamido)-2-methylphenyl)pyridin-2-yl) vinyl)benzo[d]oxazol-2-yl)methyl)pyrrolidine-3-carboxylate